(2-(4-((tert-butoxycarbonyl)amino)phenyl)thiazole-4-carbonyl)-D-alanine C(C)(C)(C)OC(=O)NC1=CC=C(C=C1)C=1SC=C(N1)C(=O)N[C@H](C)C(=O)O